N1=C(C=NC=C1)[C@@](C)(C#C)O (R)-2-(pyrazin-2-yl)but-3-yn-2-ol